N[C@@H](C(=O)[O-])CC1=C(C=NC=C1)Cl (2R)-2-amino-3-(3-chloro-4-pyridyl)propanoate